ClC=1C(N(C(=CC1OCC1=NC=C(C=C1F)F)C)C1=CC(=NC=C1C)C1=NN(C=C1)C(CO)(C)C)=O (R)-3-chloro-4-((3,5-difluoropyridin-2-yl)methoxy)-2'-(1-(1-hydroxy-2-methylpropan-2-yl)-1H-pyrazol-3-yl)-5',6-Dimethyl-2H-[1,4'-bipyridyl]-2-one